delta-caprolactone C1(CCCC(C)O1)=O